C1(CC1)N1N=NC(=C1)C1=CC=C2C(=C(N3C(C2=C1)=NC=N3)C(=O)NCC(=O)O)O (9-(1-cyclopropyl-1H-1,2,3-triazol-4-yl)-6-hydroxy-[1,2,4]triazolo[5,1-a]isoquinoline-5-carbonyl)glycine